beta-D-glucuronic acid methyl Ester COC([C@@H]1[C@H]([C@@H]([C@H]([C@H](O)O1)O)O)O)=O